C(C=1C(C(=O)[O-])=CC=CC1)(=O)OCCCCCC(C)C Isooctyl phthalate